CN1CC(CCC1)CNC1=CC(=C2CN(CC2=C1)C(=O)OC(C)(C)C)C1=CC=CC=C1 tert-butyl 6-(((1-methylpiperidin-3-yl) methyl) amino)-4-phenylisoindoline-2-carboxylate